C(C1=CC=CC=C1)NC(N(C1=NC=C(C=C1)C=1C=NN(C1)C)[C@@H]1CC[C@H](CC1)NC1=NC=C(C(=N1)NCC=1OC=CC1)C#N)=O 3-benzyl-1-(trans-4-((5-cyano-4-((2-furylmethyl)amino)-pyrimidin-2-yl)-amino)cyclohexyl)-1-(5-(1-methyl-1H-pyrazol-4-yl)-pyridin-2-yl)urea